[Co]=O.[Li].[Co].[Ni] nickel cobalt-lithium cobalt oxide